C(#C)C1=CCCC(C1)(C)C 1-ethynyl-5,5-dimethylcyclohex-1-ene